4-(3-Ethoxy-4-{[2-(trifluoromethyl)phenyl]methoxy}phenyl)-2H,4H,5H,6H,7H-pyrazolo[3,4-b]pyridin-6-one C(C)OC=1C=C(C=CC1OCC1=C(C=CC=C1)C(F)(F)F)C1C=2C(NC(C1)=O)=NNC2